ClC1=CC(=C(C2=CC=CC=C12)OC1CC1)C#N 4-chloro-1-cyclopropoxy-2-naphthonitrile